ClC=1C(=C(C=CC1F)[C@@H](NC(=O)N1[C@H](C(NCC1)=O)C1CC1)C=1C=NC(=NC1)C(F)(F)F)F |o1:13| N-((S)-(3-chloro-2,4-difluorophenyl)(2-(trifluoromethyl)pyrimidin-5-yl)methyl)-(S or R)-2-cyclopropyl-3-oxopiperazine-1-carboxamide